indole-1,5-dicarboxamide N1(C=CC2=CC(=CC=C12)C(=O)N)C(=O)N